Cl.NC1CCN(CC1)C1=C(C=NC2=CC=C(C=C12)C=1C(=C(C#N)C=CC1)O)C1=CC(=CC(=C1)F)F 3-[4-(4-amino-piperidin-1-yl)-3-(3,5-difluoro-phenyl)-quinolin-6-yl]-2-hydroxybenzonitrile monohydrochloride salt